2,2',2''-nitrilotriethan N(CC)(CC)CC